C1(CC1)N1C(N(C2=C1C=CC(=C2)[N+](=O)[O-])CC)=O 1-cyclopropyl-3-ethyl-5-nitro-1H-benzo[d]imidazol-2(3H)-one